CC1=CC=C(O1)C=1C=2N(C=C(N1)N)C=C(N2)C(F)(F)F 8-(5-methylfuran-2-yl)-2-(trifluoromethyl)imidazo[1,2-a]pyrazin-6-amine